O1C[C@H](CC1)C1=NC=2C(=NC(=CC2)C(F)(F)F)N1C=1C=C2CC(NC2=CC1)=O |r| (racemic)-5-[2-Tetrahydrofuran-3-yl-5-(trifluoromethyl)imidazo[4,5-b]pyridin-3-yl]indolin-2-one